(S)-2-(2-(1-methylpiperidin-4-yl)acetamido)-4-((2-phenoxyethyl)(4-(5,6,7,8-tetrahydro-1,8-naphthyridin-2-yl)butyl)amino)butanoic acid CN1CCC(CC1)CC(=O)N[C@H](C(=O)O)CCN(CCCCC1=NC=2NCCCC2C=C1)CCOC1=CC=CC=C1